[B].[Ga].[Fe] iron-gallium-boron